ethyl 4-[(2S,4R)-4-(2,3-dichloro-6-methoxyphenyl)pyrrolidin-2-yl]-3-oxobutanoate ClC1=C(C(=CC=C1Cl)OC)[C@H]1C[C@H](NC1)CC(CC(=O)OCC)=O